(5-(4-Iodophenyl)-1,3,4-oxadiazol-2-yl)methanesulfonic acid methyl ester COS(=O)(=O)CC=1OC(=NN1)C1=CC=C(C=C1)I